BrC=1C(=CC2=C(N(C=N2)C2=CC=C(C(=N2)N2N=C(C=C2C)C#N)CCO)C1)N1CCN(CC1)C1COC1 1-[6-[6-bromo-5-[4-(oxetan-3-yl)piperazin-1-yl]benzimidazol-1-yl]-3-(hydroxyethyl)-2-pyridyl]-5-methyl-pyrazole-3-carbonitrile